N-((6-(2-(1H-1,2,3-triazol-1-yl)ethyl)-5-methoxy-1H-indol-2-yl)methyl)-1-methylcyclopropane-1-carboxamide N1(N=NC=C1)CCC1=C(C=C2C=C(NC2=C1)CNC(=O)C1(CC1)C)OC